S1C(=CC=C1)C(C(=O)O)CC (thiophen-2-yl)butyric acid